2,3,4-tribromoaniline BrC1=C(N)C=CC(=C1Br)Br